ClC=1C(=C(C=CC1)NC(=O)C1=CC(=CC=2NC(=NC21)C2CC2)NC(=O)C2=C(C=CC=C2)C(F)(F)F)C N-(3-chloro-2-methylphenyl)-2-cyclopropyl-6-({[2-(trifluoromethyl)phenyl]carbonyl}amino)-1H-benzoimidazole-4-carboxamide